N[C@H]1[C@@H]2N(C[C@H]1CC2)C(=O)C2=CC1=C(N(C(=N1)C1=CC=3C=4N1C(CN(C4C=CC3)CCCO)CC)C)C(=C2)F ((1R,4R,7R)-7-amino-2-azabicyclo[2.2.1]hept-2-yl)(2-(3-ethyl-1-(3-hydroxypropyl)-2,3-dihydro-1H-pyrrolo[1,2,3-de]quinoxalin-5-yl)-7-fluoro-1-methyl-1H-benzo[d]imidazol-5-yl)methanone